(5'S,7a'R)-5'-(3,5-difluorophenyl)-1-([1,2,3]triazolo[1,5-a]pyridine-5-carbonyl)tetrahydro-3'H-spiro[piperidine-4,2'-pyrrolo[2,1-b][1,3]oxazol]-3'-one FC=1C=C(C=C(C1)F)[C@@H]1CC[C@H]2OC3(C(N21)=O)CCN(CC3)C(=O)C3=CC=2N(C=C3)N=NC2